(phenylsulfanyl)phenyl-sulfonium tetrafluoroborate F[B-](F)(F)F.C1(=CC=CC=C1)S[SH+]C1=CC=CC=C1